CC(C)=CCC\C(\C)=C\CC\C(\C)=C\C=C\C(\C)=C\C=C\C=C(/C)\C=C\C=C(/C)\C=C\C=C(/C)\CCC=C(C)C all-trans-neurosporene